OC1=C(C(=O)OC)C=CC(C1)(OC)OC methyl 2-hydroxy-4-methoxyanisate